4-METHYLPYRIDINE-3-BORONIC ACID, HYDROCHLORIDE Cl.CC1=C(C=NC=C1)B(O)O